CNC=1C2=C(N=C(N1)N1CCN(CC1)C(=O)C1=CC=C(C=C1)N1CCC(CC1)C)CNCC2 [4-[4-(methylamino)-5,6,7,8-tetrahydropyrido[3,4-d]pyrimidin-2-yl]piperazin-1-yl]-[4-(4-methyl-1-piperidyl)phenyl]methanone